C(C)OC(=O)[C@@H]1[N@@]([C@@H]1C1COC1)C(C1=CC=CC=C1)C1=CC=CC=C1.C(C1=CC=CC=C1)(C1=CC=CC=C1)N1[C@@H]([C@@H]1C1COC1)C(=O)OCC |&1:6| ethyl (2S,3S)-1-benzhydryl-3-(oxetan-3-yl)aziridine-2-carboxylate Racemic-ethyl-cis-1-benzhydryl-3-(oxetan-3-yl)aziridine-2-carboxylate